FC1=C(COC2=CC=CC(=N2)C2CCNCC2)C=CC=C1 4-{6-[(2-fluorobenzyl)oxy]pyridin-2-yl}piperidin